Cl.N1CCC(CC1)C=O (piperidin-4-yl)methanone HCl salt